OC=1C=C2CC[C@H]([C@H](C2=CC1)CC\C=C/C\C=C/C\C=C/CCCCCCCC(=O)O)C1CCOCC1 (1R,2S)-6-hydroxy-2-(tetrahydro-2H-pyran-4-yl)-1,2,3,4-tetrahydronaphthalene-1-α-linolenic acid